5-((3-(5-(2,3-difluorophenyl)-4,5-dihydro-1H-pyrazole-1-carbonyl)bicyclo[1.1.1]pentan-1-yl)methoxy)pyrazine-2-carbonitrile FC1=C(C=CC=C1F)C1CC=NN1C(=O)C12CC(C1)(C2)COC=2N=CC(=NC2)C#N